C(CC(=O)[O-])(=O)OCC1=CC=C(C=C1)OCC1=C(C=CC=C1F)Cl 4-[(2-chloro-6-fluorobenzyl) oxy]benzyl malonate